6,7-dimethoxy-9-(5-(trifluoromethyl)quinolin-8-yl)naphtho[2,3]furan COC=1C(=CC2=C(C3=C(C=CO3)C=C2C1)C=1C=CC(=C2C=CC=NC12)C(F)(F)F)OC